C(C)(C)(C)[C@H]1N(CCCC1N(C(=O)OC(C)(C)C)C=1C=CC=2N(C1)C(=CN2)Br)C(=O)O tert-butyl-(R)-3-((3-Bromoimidazo[1,2-a]pyridin-6-yl)(tert-butoxycarbonyl)amino)piperidine-1-carboxylic acid